ClC1=NC=C(C(=N1)Cl)B(O)O 2,4-DICHLOROPYRIMIDIN-5-YLBORONIC ACID